bismuth-copper sulfide [Cu]=S.[Bi]